2-((1-(2-(3-fluoroazetidin-1-yl)-6-methyl-4-oxo-4H-chromen-8-yl)ethyl)amino)benzoic acid FC1CN(C1)C=1OC2=C(C=C(C=C2C(C1)=O)C)C(C)NC1=C(C(=O)O)C=CC=C1